(R)-N-((2-chloro-1,6-naphthyridin-7-yl)methyl)-4-cyano-4-methylisochroman-6-carboxamide ClC1=NC2=CC(=NC=C2C=C1)CNC(=O)C=1C=C2[C@](COCC2=CC1)(C)C#N